[2-(2-benzyloxyethoxy)ethoxy]ethyl 4-methylbenzenesulfonate CC1=CC=C(C=C1)S(=O)(=O)OCCOCCOCCOCC1=CC=CC=C1